(S)-2-((4-oxaspiro[2.5]octan-8-yl)amino)-6-cyclopropylnicotinonitrile C1CC12OCCC[C@@H]2NC2=C(C#N)C=CC(=N2)C2CC2